C(C1=CC=CC=C1)OC(=O)NC(CC(O)C1C[C@H](N(C1=O)C(=O)OC)C(=O)[O-])(C)C methyl (2S)-4-[3-(benzyloxycarbonylamino)-1-hydroxy-3-methyl-butyl]-5-oxo-pyrrolidine-1,2-dicarboxylate